C(#N)C1=C(C=CC=C1NC(=O)C=1N(C2=C(CN(CC2)CC(=O)O)N1)C)C1=C(C(=CC=C1)OC)F (2-{[(2-cyano-2'-fluoro-3'-methoxybiphenyl-3-yl)amino]carbonyl}-1-methyl-1,4,6,7-tetrahydro-5H-imidazo[4,5-c]pyridin-5-yl)acetic acid